FC1=CC=C(OCC2N(C3CC(C2C)C3)C(=O)C3=NC(=NC=C3N3N=CC=N3)C)C=C1 3-[(4-fluorophenoxy)methyl]-4-methyl-2-[2-methyl-5-(2H-1,2,3-triazol-2-yl)pyrimidine-4-carbonyl]-2-azabicyclo[3.1.1]heptane